ClC=1C(=NC(=NC1C(C)(C)O)N1CC(C1)[C@@H]1CN(CCC1)C1CC(C1)(C(=O)O)C)N[C@H](C)C1=C(C=C(C=C1)Cl)Cl 3-[(3R)-3-[1-[5-chloro-4-[[(1R)-1-(2,4-dichlorophenyl)ethyl]amino]-6-(1-hydroxy-1-methyl-ethyl)pyrimidin-2-yl]azetidin-3-yl]-1-piperidyl]-1-methyl-cyclobutanecarboxylic acid